NC1=NOC(=C1C)C 3-Amino-4,5-dimethylisoxazole